CSCN1N=NC=C1[N+](=O)[O-] 1-[(methylsulfanyl)methyl]-5-nitro-1,2,3-triazole